silver imidazole salt N1C=NC=C1.[Ag]